C(C1=CC=CC=C1)OC1=C(C=CC(=C1)OC)C1=CC=2C(=C3C=CC(OC3=CC2)(C)C)OC1 3-(2-(benzyloxy)-4-methoxyphenyl)-8,8-dimethyl-2,8-dihydropyrano[2,3-f]chromene